4-methoxy-N-(4-vinylphenyl)aniline COC1=CC=C(NC2=CC=C(C=C2)C=C)C=C1